tert-butyl 4-[4-[[2,6-dioxo-3-piperidyl]amino]phenyl]piperidine-1-carboxylate O=C1NC(CCC1NC1=CC=C(C=C1)C1CCN(CC1)C(=O)OC(C)(C)C)=O